CN(CC1=C(C(=CC(=C1)CC)OC)OCCCCCCCCCCCCCCCC)C N,N-Di-methyl-1-(5-ethyl-2-hexadecyloxy-3-methoxyphenyl)methanamin